8-chloro-4-(3,3-difluoroazetidin-1-yl)-7,9-dimethyl-pyrido[3',2':4,5]thieno[3,2-d]pyrimidine hydrochloride Cl.ClC1=C(C2=C(SC3=C2N=CN=C3N3CC(C3)(F)F)N=C1C)C